C[C@]12CC[C@H](C[C@@H]2[C@@H](CCC1)C)C(C)=O |r| 1-((2RS,4aRS,8RS,8aRS)-4a,8-dimethyldecalin-2-yl)ethan-1-one